(R)-2-(5-cyclopropyl-3-((1-ethylpiperidin-3-yl)amino)-1,2,4-triazin-6-yl)-5-ethynyl-phenol C1(CC1)C=1N=C(N=NC1C1=C(C=C(C=C1)C#C)O)N[C@H]1CN(CCC1)CC